C1=CC=C(C=C1)C(/C(=N/O)/C2=CC=CC=C2)O alpha-benzoin oxime